ClC1=CC=C(C=C1)N1C(C=2N(C(C(=C(C2C1)C1=C(C=CC=C1)O)C#N)=O)C1=CC=C(C=C1)OC)=O 6-(4-chlorophenyl)-4-(2-hydroxyphenyl)-1-(4-methoxyphenyl)-2,7-dioxo-2,5,6,7-tetrahydro-1H-pyrrolo[3,4-b]pyridine-3-carbonitrile